2-oxa-7-azaspiro[3.4]octan-6-one C1OCC12CC(NC2)=O